FC1=C(C(=CC=C1)F)C1=C(C=CC=C1)[C@@H]1[C@H](C1)C(=O)N1C[C@H](C(CC1)(F)F)NC(OC(C)(C)C)=O tert-butyl {(3R)-1-[(1S,2S)-2-(2',6'-difluoro[1,1'-biphenyl]-2-yl)cyclopropane-1-carbonyl]-4,4-difluoropiperidin-3-yl}carbamate